4-pentylnonyl-8-[4-(tert-butoxycarbonylamino)butyl-[8-oxo-8-(4-pentylnonoxy)octyl]amino]octanoate C(CCCC)C(CCCOC(CCCCCCCN(CCCCCCCC(OCCCC(CCCCC)CCCCC)=O)CCCCNC(=O)OC(C)(C)C)=O)CCCCC